1-(6-Isopropylpyridin-3-yl)ethanon C(C)(C)C1=CC=C(C=N1)C(C)=O